6-(hydroxymethyl)-3-[4-(trifluoromethyl)anilino]pyrazine-2-carboxamide OCC1=CN=C(C(=N1)C(=O)N)NC1=CC=C(C=C1)C(F)(F)F